O1C(OCC1)C1CCC(CC1)(C)CO [4-(1,3-dioxolan-2-yl)-1-methylcyclohexyl]methanol